C(C1=CC=CC=C1)N([C@@H]([C@H](CC(C)C)O)CC(C)C)C (4S,5R)-5-[benzyl(methyl)amino]-2,7-dimethyl-octan-4-ol